[1-(4-{[(2-chlorophenyl)acetyl]amino}-2-[(2,4-dimethoxybenzyl)sulfamoyl]phenyl)-1H-pyrazol-4-yl]-3,3,3-trifluoropropionamide ClC1=C(C=CC=C1)CC(=O)NC1=CC(=C(C=C1)N1N=CC(=C1)C(C(=O)N)C(F)(F)F)S(NCC1=C(C=C(C=C1)OC)OC)(=O)=O